N-methyl-N-(2-oxo-4-piperidinyl)carbamic acid tert-butyl ester C(C)(C)(C)OC(N(C1CC(NCC1)=O)C)=O